FC=1C=C2C(=CNC2=C(C1)C1=CC(=C2NC(C=3N(C2=C1F)C(=NN3)C)(C)C)C)I 5-fluoro-7-{9-fluoro-1,4,4,6-tetramethyl-4H,5H-[1,2,4]triazolo[4,3-a]quinoxalin-8-yl}-3-iodo-1H-indole